2-allyl-6-((7-fluoro-1-methyl-1H-benzo[d][1,2,3]triazol-5-yl)amino)-1-(6-(2-hydroxypropan-2-yl)pyridin-2-yl)-1,2-dihydro-3H-pyrazolo[3,4-d]pyrimidin-3-one C(C=C)N1N(C2=NC(=NC=C2C1=O)NC1=CC2=C(N(N=N2)C)C(=C1)F)C1=NC(=CC=C1)C(C)(C)O